NC1=NC=CC(=C1Cl)SC1=C(N=C(C(=N1)CO)N1CCC2(C[C@H](C[C@H]2N)OC2CC2)CC1)C {6-[(2-amino-3-chloropyridin-4-yl)mercapto]-3-[(1R,3R)-1-amino-3-cyclopropoxy-8-azaspiro[4.5]dec-8-yl]-5-methylpyrazin-2-yl}methanol